2-bromo-5-ethylsulfonyl-N-methyl-6-[3-methyl-6-(trifluoromethyl)imidazo[4,5-c]pyridin-2-yl]pyridin-3-amine BrC1=NC(=C(C=C1NC)S(=O)(=O)CC)C1=NC2=C(C=NC(=C2)C(F)(F)F)N1C